FC1(C(C1)N1N=C(C(=C1)O)C)F 1-(2,2-difluorocyclopropyl)-3-methyl-1H-pyrazol-4-ol